C(C)(=O)N(C1=C(C=C(C=C1)C1=CC=C(C=N1)C(=O)NCC=1C(=NC=CC1)C)C)CC1COC1 6-[4-[acetyl-(oxetan-3-ylmethyl)amino]-3-methyl-phenyl]-N-[(2-methyl-3-pyridyl)methyl]pyridine-3-carboxamide